ClC=1C(=C(CN2CCC(CC2)(C(=O)O)CC2=NC(=CC(=C2F)C2CCC2)NC2=NNC(=C2)C)C=CC1)F 1-(3-chloro-2-fluorobenzyl)-4-((4-cyclobutyl-3-fluoro-6-((5-methyl-1H-pyrazol-3-yl)amino)pyridin-2-yl)methyl)piperidine-4-carboxylic acid